C(C)(C)(C)C1=CC(=CC(=C1O)C(C)(C)C)C 2,6-di-tertbutyl-p-cresole